C(C1=CC=CC=C1)NC1=C(C=C(C=C1)S(=O)(=O)NC)Br 4-(benzylamino)-3-bromo-N-methylbenzenesulfonamide